butyl (5R)-5-[(methanesulfonyloxy)methyl]-4-azaspiro[2.4]heptane-4-carboxylate CS(=O)(=O)OC[C@@H]1N(C2(CC2)CC1)C(=O)OCCCC